(R)-5-fluoroisoindoline-1-carboxylic acid FC=1C=C2CN[C@H](C2=CC1)C(=O)O